C(C1=CC=CC=C1)N1C[C@@H](CC1)NS(=O)(=O)C=1C=NC(=CC1)N1[C@H]2COC[C@@H]1CC2 N-((R)-1-Benzylpyrrolidin-3-yl)-6-((1R,5S)-3-oxa-8-azabicyclo[3.2.1]octan-8-yl)pyridine-3-sulfonamide